2-(2-Fluoro-4-methylsulfonylphenyl)-N-[(3S)-2-oxo-5-phenyl-1,3-dihydro-1,4-benzodiazepin-3-yl]pyrazolo[1,5-a]pyrimidine-3-carboxamide FC1=C(C=CC(=C1)S(=O)(=O)C)C1=NN2C(N=CC=C2)=C1C(=O)N[C@@H]1C(NC2=C(C(=N1)C1=CC=CC=C1)C=CC=C2)=O